2-amino-1-piperazin-1-yl-ethanone dihydrochloride Cl.Cl.NCC(=O)N1CCNCC1